ClC=1C=C(C=CC1)CC(OC(=O)N[C@H](C(=O)NC(C(=O)O)CC1C(NC2(C1)CCCCC2)=O)CC2CCCCC2)C2=CC=CC=C2 2-((2S)-2-(((2-(3-chlorophenyl)-1-phenylethoxy)carbonyl)amino)-3-cyclohexylpropanamido)-3-(2-oxo-1-azaspiro[4.5]decan-3-yl)propanoic acid